(4S)-4-[4-(1H-1,2,3-triazol-1-yl) benzoylamino]-dodecyl 5-(4-methylpiperazin-1-yl)-5-oxopentanethioate CN1CCN(CC1)C(CCCC(OCCC[C@H](CCCCCCCC)NC(C1=CC=C(C=C1)N1N=NC=C1)=O)=S)=O